ClC1=C(C=C(C=C1)NC(=O)NC1CCC=2NC3=CC(=CC=C3C2C1)C=1C=NN(C1)CCO)C(F)(F)F 1-(4-chloro-3-trifluoromethylphenyl)-3-(7-(1-(2-hydroxyethyl)-1H-pyrazol-4-yl)-2,3,4,9-tetrahydro-1H-carbazol-3-yl)urea